NC1=CC2=C(OC3=C2C=CC=C3)C=C1C(=O)OC methyl 2-amino-dibenzo[b,d]furan-3-carboxylate